ClC1=CC(=C(C=C1)CN1C(C2=CC(=CC(=C2[C@]1(OCC1(CC1)CO)C1=CC=C(C=C1)Cl)F)C(COC)(C)O)=O)S(=O)(=O)C (3R)-2-[(4-chloro-2-methanesulfonylphenyl)methyl]-3-(4-chlorophenyl)-4-fluoro-6-(2-hydroxy-1-methoxypropan-2-yl)-3-{[1-(hydroxymethyl)cyclopropyl]methoxy}-2,3-dihydro-1H-isoindol-1-one